(Z)-1-(2-fluoro-4-(5-(4-(trifluoromethoxy)phenyl)-1,3,4-thiadiazol-2-yl)phenyl)-3-(3-(2-(1-methoxyethyl)-5-methylphenyl)-4-oxothiazolidin-2-ylidene)urea FC1=C(C=CC(=C1)C=1SC(=NN1)C1=CC=C(C=C1)OC(F)(F)F)NC(=O)\N=C\1/SCC(N1C1=C(C=CC(=C1)C)C(C)OC)=O